4-nitroquinoline-1-oxide [N+](=O)([O-])C1=CC=[N+](C2=CC=CC=C12)[O-]